ClC=1C=CC2=C(CC(CC=3N2C(=NN3)N3CCC(CC3)OC3=NC=CC=C3)=O)C1 8-chloro-1-[4-(pyridin-2-yloxy)piperidin-1-yl]-4H-[1,2,4]triazolo[4,3-a][1]benzazepin-5(6H)-one